2-[(3-amino-pyrazolo[1,5-a]pyrimidin-7-yl)-(2-hydroxy-ethyl)amino]-ethanol NC=1C=NN2C1N=CC=C2N(CCO)CCO